COCC(CCCC)(CCCC)COC 5,5-bis(methoxymethyl)nonane